N-((1R,5S,8s)-3-(5-(6-(3-cyanopyrrolo[1,2-b]pyridazin-7-yl)-4-((tetrahydro-2H-pyran-4-yl)amino)pyridin-3-yl)-1,3,4-thiadiazol-2-yl)-3-azabicyclo[3.2.1]oct-8-yl)acetamide C(#N)C1=CC=2N(N=C1)C(=CC2)C2=CC(=C(C=N2)C2=NN=C(S2)N2C[C@H]1CC[C@@H](C2)C1NC(C)=O)NC1CCOCC1